ClC(CCS(=O)(=O)C1=NC(=CC(=N1)C=1C=CC(N(C1)CC1=CC(=C(C=C1)OC)OC)=O)C(F)F)C1=CC=CC=C1 5-(2-((3-chloro-3-phenylpropyl)sulfonyl)-6-(difluoromethyl)pyrimidin-4-yl)-1-(3,4-dimethoxybenzyl)pyridin-2(1H)-one